(S)-tert-butyl (1-((3-chloro-2-fluorobenzyl)amino)-3-cyclopropyl-1-oxopropan-2-yl)carbamate ClC=1C(=C(CNC([C@H](CC2CC2)NC(OC(C)(C)C)=O)=O)C=CC1)F